C(C)(C)(C)OC(=O)N1C(=CC2=CC=CC(=C12)CC(C)C)CN1C(C(=CC=C1)NC([C@H](CC\C=C\C(=O)N(C)C)NC(=O)OC)=O)=O tert-Butyl-(S,E)-2-((3-(7-(dimethylamino)-2-((methoxycarbonyl)amino)-7-oxohept-5-enamido)-2-oxopyridin-1(2H)-yl)methyl)-7-isobutyl-1H-indol-1-carboxylat